COC(=O)C1C2CCCC12C 1-Methylbicyclo[3.1.0]hexane-6-carboxylic acid methyl ester